ClC=1C(=NC(=NC1)NC1=C(C=C(C(=C1)C)C=1CCN(CC1)C1CCOCC1)OC(C)C)NC1=C(C=CC=C1)N(S(=O)(=O)C)C N-(2-((5-chloro-2-((2-isopropoxy-5-methyl-4-(1-(tetrahydro-2H-pyran-4-yl)-1,2,3,6-tetrahydropyridin-4-yl)phenyl)amino)pyrimidin-4-yl)amino)phenyl)-N-methylmethanesulfonamide